O=C1CN(CC(N1)=O)CCNCC1=C(C=C(C=C1)NC(C1=CC(=C(C=C1)C)C#CC1=CN=C2N1N=CC=C2)=O)C(F)(F)F N-(4-(((2-(3,5-dioxopiperazin-1-yl)ethyl)amino)methyl)-3-(trifluoromethyl)phenyl)-3-(imidazo[1,2-b]pyridazin-3-ylethynyl)-4-methylbenzamide